imidazole titanium chloride salt [Cl-].[Ti+4].N1C=NC=C1.[Cl-].[Cl-].[Cl-]